FC(C=1C(=C(C=CC1)C(C)=O)F)F 1-[3-(difluoromethyl)-2-fluorophenyl]ethan-1-one